ClC=1C(=NC=C(N1)C1=C(C=C(C=C1C)C)OC)C(=O)OC methyl 3-chloro-5-(2-methoxy-4,6-dimethyl-phenyl)pyrazine-2-carboxylate